4-Methyl-N-[4-(pyridin-2-yl)-1,3-thiazol-2-yl]pyridin-2-amine CC1=CC(=NC=C1)NC=1SC=C(N1)C1=NC=CC=C1